C(C)(C)(C)OC(=O)N[C@H](COC=1C(=C(C=CC1)CCCC(=O)O)F)CCC(N)=O 4-[3-[(2S)-2-[(tert-butoxycarbonyl)amino]-4-carbamoylbutoxy]-2-fluorophenyl]butanoic acid